4-(3-(2-methyl-4-phenyl-quinoline-3-yl)-3-oxo-prop-1-en-1-yl)benzaldehyde CC1=NC2=CC=CC=C2C(=C1C(C=CC1=CC=C(C=O)C=C1)=O)C1=CC=CC=C1